C1(=CC(=CC=C1)C(=O)O)C1=CC=CC=C1 1,1'-biphenyl-3-carboxylic acid